COC(=O)C1=CC=2N=C(CC(=CC2S1)C(N(CCC)CCC)=O)N 5-amino-7-(dipropylcarbamoyl)-6H-thieno[3,2-b]Azepine-2-carboxylic acid methyl ester